(R)-2-methyl-3-oxo-N-((S or R)-(trans-4-(trifluoromethyl)cyclohexyl)(3,4,5-tri-fluorophenyl)methyl)piperazine-1-carboxamide C[C@H]1N(CCNC1=O)C(=O)N[C@H](C1=CC(=C(C(=C1)F)F)F)[C@@H]1CC[C@H](CC1)C(F)(F)F |o1:11|